(1-OXO-2-PHENYLISOINDOLIN-4-YL)BORONIC ACID O=C1N(CC2=C(C=CC=C12)B(O)O)C1=CC=CC=C1